ICCCC#CCCCCCC(OCCCCCC)OCCCCCC 11-iodo-1,1-dihexyloxy-7-undecayne